ClC1=C(C2=C(NC(O[C@@]23CN(CCC3)C(=O)C=3C=NN(C3)C(COC)C3=CC=CC=C3)=O)C=C1)F (4R)-6-Chloro-5-fluoro-1'-(1-(2-methoxy-1-phenylethyl)-1H-pyrazole-4-carbonyl)spiro[benzo[d][1,3]oxazine-4,3'-piperidin]-2(1H)-one